(2s,3r)-2-amino-4-(2-amino-6-hydroxy-9H-purin-9-yl)-3-hydroxybutyric acid N[C@H](C(=O)O)[C@@H](CN1C2=NC(=NC(=C2N=C1)O)N)O